C(=C(C)C)C=1C(N(C(C1C1=CC=C(C=C1)OCC=C(C)C)=O)O)=O 3-isobutenyl-4-[4-(3-methyl-2-butenyloxy)phenyl]-1H-pyrrol-1-ol-2,5-dione